FC1=CC=C(C(=C1)NC(C)C)N 5-Fluoro-N1-isopropylbenzene-1,2-diamine